C(C)C1=CC=C(C=C1)S(=O)(=O)C=1C=NC2=CC=C(C=C2C1N1CCC(CC1)(O)C1=CC(=CC=C1)OC)OC(F)(F)F 1-(3-((4-ethylphenyl)sulfonyl)-6-(trifluoromethoxy)quinolin-4-yl)-4-(3-methoxyphenyl)piperidin-4-ol